3-{5-[2-oxo-4-(prop-2-enoyl)piperazin-1-yl]furan-2-yl}-N-[1-(2-{[2-(pyridin-3-yl)quinazolin-4-yl]amino}-2,3-dihydro-1H-inden-5-yl)-4,7,10,13-tetraoxaoctadec-1-yn-18-yl]propanamide O=C1N(CCN(C1)C(C=C)=O)C1=CC=C(O1)CCC(=O)NCCCCCOCCOCCOCCOCC#CC=1C=C2CC(CC2=CC1)NC1=NC(=NC2=CC=CC=C12)C=1C=NC=CC1